Diethyl-1,4-cyclohexanedione C(C)C1(C(CCC(C1)=O)=O)CC